NC=1OC2=CC=C(C=C2C(C1C=O)=O)CC 2-AMINO-6-ETHYL-3-FORMYLCHROMONE